FC1=CC(=NC=C1)C1=NC=2CCCCC2C(=N1)N(CC(=O)OCC)C ethyl 2-{[2-(4-fluoropyridin-2-yl)-5,6,7,8-tetrahydroquinazolin-4-yl](methyl)amino}acetate